C(C)(C)(C)[C@]1(N(CC[C@]2(C1)OCCC1=C2C=C(S1(=O)=O)CC)C(=O)OC(CO[Si](C)(C)C(C)(C)C)CNC(C1=CC=CC=C1)C1=CC=CC=C1)C 1-{[tert-butyl-(dimethyl)silyl]oxy}-3-(benzhydrylamino)propan-2-ol tert-butyl-(2'S,4R)-2-ethyl-2'-methyl-1,1-dioxo-spiro[6,7-dihydrothieno[3,2-c]pyran-4,4'-piperidine]-1'-carboxylate